tert-Butyl 4-(6-chloro-8-fluoro-7-(2-fluoro-6-methoxyphenyl)-2-vinylquinazolin-4-yl)piperazine-1-carboxylate ClC=1C=C2C(=NC(=NC2=C(C1C1=C(C=CC=C1OC)F)F)C=C)N1CCN(CC1)C(=O)OC(C)(C)C